2,7-dimethyl-6,7-dihydro-1H-purin-6-one CC=1NC(C=2N(C=NC2N1)C)=O